1-(tert-butyl)-N'-(cyanomethyl)-N'-(2,4-dimethylbenzyl)-4-(3-(trifluoromethyl)phenoxy)-1H-pyrazole-5-carbohydrazide C(C)(C)(C)N1N=CC(=C1C(=O)NN(CC1=C(C=C(C=C1)C)C)CC#N)OC1=CC(=CC=C1)C(F)(F)F